3-bromo-5-(diethoxymethyl)-2-methylthiophene BrC1=C(SC(=C1)C(OCC)OCC)C